FC(C1(CC(=CC=C1OC)C1=CC=C(C=C1)F)NC1=NC=NC2=CC(=C(C=C12)OC1CCN(CC1)C(C=C)=O)OC)F 1-(4-((4-((3-(difluoromethyl)-4'-fluoro-4-methoxy-[1,1'-biphenyl]-3-yl)amino)-7-methoxyquinazolin-6-yl)oxy)piperidin-1-yl)prop-2-en-1-one